pyrido[3,4-b]-pyridine N1=C2C(=CC=C1)C=CN=C2